CC(CC(N)C1=CC=CC=C1)C 3-methyl-1-phenyl-butan-1-amine